(E)-3-(7-(cyclopentylamino)-5-(ethoxymethyl)-2-phenyl-1H-indol-3-yl)-1-phenylpropan-2-en-1-one C1(CCCC1)NC=1C=C(C=C2C(=C(NC12)C1=CC=CC=C1)/C=C/C(=O)C1=CC=CC=C1)COCC